NC1=NC=C(C(=N1)N)C(C1=CC=C(C=C1)Cl)C1=CC=C(C=C1)Cl 2,4-Diamino-5-[1,1-bis-(4-chlorophenyl)methyl]-pyrimidine